C(C)(C)(C)N1N=CC(=C1)C=1OC2=C(C1)C=C(C=C2)SCC(=O)O 2-((2-(1-(tert-butyl)-1H-pyrazol-4-yl)benzofuran-5-yl)thio)acetic acid